FC(COCC1CO1)(C(F)F)F 3-(2,2,3,3-tetrafluoropropoxy)-1,2-epoxypropane